ClC=1C=C(C(=O)N2CC=3C(CC2)=NN2C3C(C(CC2)C(=O)OCC)=O)C=CC1Cl Ethyl 2-(3,4-dichlorobenzoyl)-10-oxo-1,2,3,4,7,8,9,10-octahydropyrazolo[1,5-a:4,3-c']-dipyridine-9-carboxylate